FC(C(C(F)(F)F)(O)C1=C(C=CC=C1)O)(F)F (1,1,1,3,3,3-hexafluoro-2-hydroxypropan-2-yl)phenol